ClC1=CC=C(OCC2=NC(=NO2)C23CC(C2)(C3)C(=O)OC)C=C1 methyl 3-(5-((4-chlorophenoxy)methyl)-1,2,4-oxadiazol-3-yl)bicyclo[1.1.1]pentane-1-carboxylate